6-chloro-4-isopropyl-N-(2-(methylsulfonyl)ethyl)-2,7-naphthyridin-1-amine ClC=1C=C2C(=CN=C(C2=CN1)NCCS(=O)(=O)C)C(C)C